3-methoxybenzaldehyde COC=1C=C(C=O)C=CC1